ClC=1C=C(C=C(C1)Cl)NC1=NC2=CC=CC=C2C(=N1)NC1CCC(CC1)N(CC)CC N2-(3,5-dichlorophenyl)-N4-(4-(diethylamino)cyclohexyl)quinazoline-2,4-diamine